2H-spiro[benzofurane-3,1-cyclopropane]-5-carboxamide C12(CC1)COC1=C2C=C(C=C1)C(=O)N